methyl 2-((1-(6-methyl-2-morpholino-4-oxo-3-(2,2,2-trifluoroethyl)-3,4-dihydroquinazolin-8-yl)ethyl)amino)benzoate CC=1C=C2C(N(C(=NC2=C(C1)C(C)NC1=C(C(=O)OC)C=CC=C1)N1CCOCC1)CC(F)(F)F)=O